S1C(=CC=C1)S(=O)(=O)N1C=CC=2C1=CN=CC2C2=CC=C(C#N)C=C2 4-(1-(thiophen-2-ylsulfonyl)-1H-pyrrolo[2,3-c]pyridin-4-yl)benzonitrile